OCCOC1=C(C=C(C=C1C)C1(C2=CC=CC=C2C=2C=CC=CC12)C1=CC(=C(C(=C1)C)OCCO)C)C 9,9-bis[4-(2-hydroxyethoxy)-3,5-Dimethylphenyl]fluorene